3-bromo-4-chloro-2,5-dimethylbenzenediazonium tetrafluoroborate F[B-](F)(F)F.BrC=1C(=C(C=C(C1Cl)C)[N+]#N)C